CS(=O)(=O)OCCOCCOCCOCCOCC(COCCCCCCCC(=O)OC(CCCCCCCC)CCCCCCCC)OCCCCCCCC(=O)OC(CCCCCCCC)CCCCCCCC 1-octylnonyl 8-[3-[2-[2-[2-(2-methylsulfonyloxyethoxy)ethoxy]ethoxy]ethoxy]-2-[8-(1-octylnonoxy)-8-oxo-octoxy]propoxy]octanoate